C(N)(=O)C=1C=C(C=CC1F)NC(C1=C(C=CC(=C1)C(C(F)(F)F)(F)F)OC1=C(C=C(C=C1)OC(F)(F)F)OC)=O N-(3-carbamoyl-4-fluoro-phenyl)-2-[2-methoxy-4-(trifluoromethoxy)phenoxy]-5-(1,1,2,2,2-pentafluoroethyl)benzamide